1-imino-4-(7-methoxyquinoline-4-carbonyl)-1λ6-thiomorpholin-1-one N=S1(CCN(CC1)C(=O)C1=CC=NC2=CC(=CC=C12)OC)=O